C(=O)(O)[C@H](CC(=O)N1CC2=CC(=C(C=C2C1)OCCCOC1=C(C(=C2CN(C(C2=C1C)C)C(C[C@@H](C(=O)O)C)=O)F)OC)OC)C (2S)-4-(6-(3-((2-((S)-3-carboxybutanoyl)-6-methoxyisoindolin-5-yl)oxy)propoxy)-4-fluoro-5-methoxy-1,7-dimethylisoindolin-2-yl)-2-methyl-4-oxobutanoic acid